(2-((5-Chloro-2-((6-methoxy-2-methyl-1,2,3,4-tetrahydroisoquinolin-7-yl)amino)pyrimidin-4-yl)amino)-5-(difluoromethoxy)phenyl)dimethylphosphine oxide ClC=1C(=NC(=NC1)NC1=C(C=C2CCN(CC2=C1)C)OC)NC1=C(C=C(C=C1)OC(F)F)P(C)(C)=O